6-((2,6-bis(bromomethyl)pyridin-4-yl)amino)-6-oxohexanamide BrCC1=NC(=CC(=C1)NC(CCCCC(=O)N)=O)CBr